C(C=C)(=O)N1[C@@H](C[C@H](CC1)N1C=NC=2C(=NC=3C(=C(C(=CC3C21)Cl)C2=C(C=CC=C2)C(F)(F)F)F)N2CC(C2)N(C)C)CC#N 2-((2S,4S)-1-acryloyl-4-(8-chloro-4-(3-(dimethylamino)azetidin-1-yl)-6-fluoro-7-(2-(trifluoromethyl)phenyl)-1H-imidazo[4,5-c]quinolin-1-yl)piperidin-2-yl)acetonitrile